C(C)(C)(C)[S@@](=O)NC1=CC=C(C(=C1C(=O)O)F)Cl (R)-6-((tert-butylsulfinyl)amino)-3-chloro-2-fluorobenzoic acid